cyclohexanesulfonamide C1(CCCCC1)S(=O)(=O)N